3-((4-(4-(3-(1-(4-((1R,2S)-6-hydroxy-2-phenyl-1,2,3,4-tetrahydronaphthalen-1-yl)phenyl)piperidin-4-yl)propyl)piperazin-1-yl)phenyl)amino)piperidine-2,6-dione OC=1C=C2CC[C@@H]([C@@H](C2=CC1)C1=CC=C(C=C1)N1CCC(CC1)CCCN1CCN(CC1)C1=CC=C(C=C1)NC1C(NC(CC1)=O)=O)C1=CC=CC=C1